ClC1=C2CCN([C@@H](C2=C(C=C1)OCC1=NOC(=C1)C)CN1C(C2=CC=CC=C2C1)=O)C(=O)C1CCCCC1 (1S,2R)-2-((S)-5-Chloro-8-((5-methylisoxazol-3-yl)methoxy)-1-((1-oxoisoindolin-2-yl)methyl)-1,2,3,4-tetrahydroisochinolin-2-carbonyl)cyclohexan